C(C)(=O)NC=1C(=CC(=C(C(=O)O)C1)N1CCC2(CC2)CC1)N[SH4]OOC1(CC1)C 5-(acetylamino)-4-{[(methylcyclopropyl)dioxy-lambda6-thio]amino}-2-(6-azaspiro[2.5]oct-6-yl)benzoic acid